3,5-dimethoxy-4-isopropylaniline COC=1C=C(N)C=C(C1C(C)C)OC